FC(C(=O)O)(F)F.ClC1=C2N(C(C(=N1)NCC1=CC(=CC(=C1)C)F)=O)[C@@H](CC2)C(=O)NCC2=CN=C1N2C=CC=C1 (S)-1-chloro-3-((3-fluoro-5-methylbenzyl)amino)-N-(imidazo[1,2-a]pyridin-3-ylmethyl)-4-oxo-4,6,7,8-tetrahydropyrrolo[1,2-a]pyrazine-6-carboxamide trifluoroacetate